4,6-bis(3,6-dichloro-9H-carbazole-9-yl)isophthalic acid ClC=1C=CC=2N(C3=CC=C(C=C3C2C1)Cl)C1=C(C=C(C(=O)O)C(=C1)N1C2=CC=C(C=C2C=2C=C(C=CC12)Cl)Cl)C(=O)O